NC=1N=C(N(C(C1SC1=C(C(=CC=C1)Cl)Cl)=O)C)N1CCN(CC1)C[C@@H](CC1=CC=NC=C1)NC(OC(C)(C)C)=O Tert-butyl (R)-(1-(4-(4-amino-5-((2,3-dichlorophenyl)thio)-1-methyl-6-oxo-1,6-dihydropyrimidin-2-yl)piperazin-1-yl)-3-(pyridin-4-yl)propan-2-yl)carbamate